5-methoxy-1H-pyrazolo[4,3-b]pyridine COC1=CC=C2C(=N1)C=NN2